Methyl 5-(1-benzyl-1H-pyrazol-4-yl)-2-(((1RS,2S)-2-((tert-butoxycarbonyl)amino)-1-cyano-3-(1H-indol-3-yl)propyl)amino)benzoate C(C1=CC=CC=C1)N1N=CC(=C1)C=1C=CC(=C(C(=O)OC)C1)N[C@H]([C@H](CC1=CNC2=CC=CC=C12)NC(=O)OC(C)(C)C)C#N |&1:23|